2-({3-[2-(4-chlorophenyl)ethyl]-1,2,4-oxadiazol-5-yl}methyl)-5-iodo-2,3-dihydropyridazin-3-one ClC1=CC=C(C=C1)CCC1=NOC(=N1)CN1N=CC(=CC1=O)I